(1-Tert-butylimidazol-4-yl)-[4-(1-methylpyrazol-4-yl)-3,4-dihydro-1H-isoquinolin-2-yl]methanone C(C)(C)(C)N1C=NC(=C1)C(=O)N1CC2=CC=CC=C2C(C1)C=1C=NN(C1)C